5,8,13,16-tetraazaeicosane CCCCNCCNCCCCNCCNCCCC